5-(4-(2-cyclohexylethyl)piperazin-2-yl)-2-(4-methoxyphenyl)-2,4-dihydro-3H-1,2,4-triazol-3-one C1(CCCCC1)CCN1CC(NCC1)C=1NC(N(N1)C1=CC=C(C=C1)OC)=O